C1(CCC2=CC=CC=C12)O dihydro-1H-inden-1-ol